(S)-2,6-Difluoro-4-(3-((2-hydroxyethyl)(methyl)amino)-3-(3-(trifluoromethyl)-phenethyl)piperidin-1-yl)-N-(pyrimidin-4-yl)benzenesulfonamide FC1=C(C(=CC(=C1)N1C[C@@](CCC1)(CCC1=CC(=CC=C1)C(F)(F)F)N(C)CCO)F)S(=O)(=O)NC1=NC=NC=C1